(4R)-tert-butyl 4-((tert-butoxycarbonyl) amino)-5-(4-hydroxyphenyl)-2-methylpentanoate C(C)(C)(C)OC(=O)N[C@H](CC(C(=O)OC(C)(C)C)C)CC1=CC=C(C=C1)O